FC(C1=C2C=CC=NC2=CC(=C1)CC(=O)OC(C)(C)C)(F)F tert-Butyl 2-(5-(trifluoromethyl)quinolin-7-yl)acetate